C1(CC1)S(=O)(=O)N1CCC(CC1)NC=1N=CC2=C(N1)C(=NC(=C2)C)N2CC1(C2)CNCC1 N-(1-(cyclopropylsulfonyl)piperidin-4-yl)-6-methyl-8-(2,6-diazaspiro[3.4]oct-2-yl)pyrido[3,4-d]pyrimidin-2-amine